tert-butyl 3-((6,7-dichloro-4-(2-isopropyl-4-methylpyridin-3-yl)-2,3-dioxo-3,4-dihydropyrido[2,3-b]pyrazin-1(2H)-yl)methyl)-3-hydroxyazetidine-1-carboxylate ClC=1C(=CC2=C(N(C(C(N2CC2(CN(C2)C(=O)OC(C)(C)C)O)=O)=O)C=2C(=NC=CC2C)C(C)C)N1)Cl